t-butyldibenzo[d,f][1,3,2]dioxaphosphepine C(C)(C)(C)C1=CC=CC=2OPOC3=C(C21)C=CC=C3